N-[(2S)-1-({(1S)-1-cyano-2-[(3S)-2-oxopyrrolidin-3-yl]ethyl}amino)-4-methyl-1-oxopentan-2-yl]-4-methyl-1H-indole-2-carboxamide C(#N)[C@H](C[C@H]1C(NCC1)=O)NC([C@H](CC(C)C)NC(=O)C=1NC2=CC=CC(=C2C1)C)=O